C(#N)C=1C=C(C=CC1)N1N=CC(=N1)C(=O)NCC1(NC(NC1=O)=O)C1CCC1 (3-cyanophenyl)-N-[(4-cyclobutyl-2,5-dioxoimidazolidin-4-yl)methyl]-2H-1,2,3-triazole-4-carboxamide